4-[6-(4-cyanopiperidin-1-yl)pyridin-3-yl]-3-cyclobutyl-N-(methanesulfonyl)-1-[2-(morpholin-4-yl)pyridin-4-yl]-1H-pyrazolo[3,4-b]pyridine-6-carboxamide C(#N)C1CCN(CC1)C1=CC=C(C=N1)C1=C2C(=NC(=C1)C(=O)NS(=O)(=O)C)N(N=C2C2CCC2)C2=CC(=NC=C2)N2CCOCC2